1-(4-(4-cyano-2-fluorophenyl)piperazin-1-yl)-2,3-dihydro-1H-indene-5-carboxylic acid methyl ester COC(=O)C=1C=C2CCC(C2=CC1)N1CCN(CC1)C1=C(C=C(C=C1)C#N)F